(6S)-1'-[7-(3-chloro-2-methyl-4-pyridyl)-6-methyl-pyrazolo[1,5-a]pyrazin-4-yl]-2-methoxy-spiro[4,6-dihydrocyclopenta[d]thiazole-5,4'-piperidine]-6-amine ClC=1C(=NC=CC1C1=C(N=C(C=2N1N=CC2)N2CCC1(CC2)[C@@H](C2=C(N=C(S2)OC)C1)N)C)C